ClC1=C(OC(C(=O)O)CC)C=CC(=C1)Cl anti-2,4-dichlorophenoxybutyric acid